C1CCC12COCCNC2 6-oxa-9-azaspiro[3.6]decane